ClC=1C(=C2C(=NC=NC2=CC1C1=C(C=CC=C1O)F)N1CCN(CC1)C(C=C)=O)C(F)(F)F 1-(4-(6-chloro-7-(2-fluoro-6-hydroxyphenyl)-5-(trifluoromethyl)quinazolin-4-yl)piperazin-1-yl)prop-2-en-1-one